3-fluoro-N-(quinolin-8-yl)benzamide FC=1C=C(C(=O)NC=2C=CC=C3C=CC=NC23)C=CC1